N1=CC(=CC=C1)CNC(NC1=CC=C(C=C1)S(NC1=C(C=CC=C1)N1C=CC=C1)(=O)=O)=O 3-(pyridin-3-ylmethyl)-1-(4-{[2-(1H-pyrrol-1-yl)phenyl]sulfamoyl}phenyl)urea